Methyl 5-acetyl-2-cyclopropyl-6-methyl-4-(7-(2,2,2-trifluoroacetyl) benzo[b]thiophen-3-yl)-1,4-dihydropyridine-3-carboxylate C(C)(=O)C=1C(C(=C(NC1C)C1CC1)C(=O)OC)C=1C2=C(SC1)C(=CC=C2)C(C(F)(F)F)=O